CCCCCCCC/C=C\\CCCCCCCC(=O)O[C@H](CO[C@@H]1[C@@H]([C@H]([C@H]([C@H](O1)CO)O)O)O)COC(=O)CCCCCCC/C=C\\C/C=C\\CCCCC The molecule is a 1,2-diacyl-3-alpha-D-galactosyl-sn-glycerol in which the groups at the 1- and 2-positions are linoleoyl and oleoyl respectively. It has a role as an antigen.